5-propynyl-2-(1-methyl-1H-pyrazol-3-yl)-4,6-dichloropyrimidine C(#CC)C=1C(=NC(=NC1Cl)C1=NN(C=C1)C)Cl